7-oxoheptanoate O=CCCCCCC(=O)[O-]